NCCOCCOCCOCC(CNC(=O)C=1C=NC(=CC1NC1CC1)N1N=CC=2C1=NC=C(C2)C#N)F N-[3-[2-[2-(2-aminoethoxy)ethoxy]ethoxy]-2-fluoro-propyl]-6-(5-cyanopyrazolo[3,4-b]pyridin-1-yl)-4-(cyclopropylamino)pyridine-3-carboxamide